2-(5-bromo-2-(isobutyryloxy)-3-(nicotinoyloxy)benzylideneamino)-3-(4-hydroxyphenyl)propanoic acid BrC=1C=C(C(=C(C=NC(C(=O)O)CC2=CC=C(C=C2)O)C1)OC(C(C)C)=O)OC(C1=CN=CC=C1)=O